OC[C@@H]1OCCOC1 (S)-2-(hydroxymethyl)-1,4-dioxane